CC=1C=C(C=CC1)C1=C(C(=C(C=C1)N(C1=CC=CC=C1)C1=CC=CC=C1)N)C1=CC=CC=C1 (3-methylphenyl)phenyl-aminotriphenylamine